ClC=1C=C(C=CC1)C=1C=C2C(=NC1)NC(N2CC=2C=NC=C(C2)F)=O 6-(3-chlorophenyl)-1-[(5-fluoro-3-pyridyl)methyl]-3H-imidazo[4,5-b]pyridin-2-one